ClC=1C=C2C(=NC(=NC2=C(C1C1=CC=CC2=C1N=C(S2)N)F)OC[C@H]2N(C[C@H](C2)F)C)N2CCNCC2 4-(6-chloro-8-fluoro-2-(((2S,4S)-4-fluoro-1-methylpyrrolidin-2-yl)methoxy)-4-(piperazin-1-yl)quinazolin-7-yl)benzo[d]thiazol-2-amine